6-acetyl-8-cyclopentyl-5-methyl-2-(5,6,7,8-tetrahydro-1,6-naphthyridin-2-ylamino)pyrido[2,3-d]pyrimidin-7-one C(C)(=O)C1=C(C2=C(N=C(N=C2)NC2=NC=3CCNCC3C=C2)N(C1=O)C1CCCC1)C